S(O)(O)(=O)=O.NC1=CC=CC=C1 aniline-sulfuric acid